ClC=1C=C(C=CC1OC1=CC=C(C=C1)OC(F)F)C1=NC=2N(C(NC(C2N1C)=O)=O)CC(C)O 8-(3-chloro-4-(4-(difluoromethoxy)phenoxy)phenyl)-3-(2-hydroxypropyl)-7-methyl-3,7-dihydro-1H-purine-2,6-dione